N-((3R,6S)-6-((2-(5-(2-((3R,5R)-3,5-Dimethylmorpholine-4-carbonyl)-4-fluorophenoxy)pyrimidin-4-yl)-2,7-diazaspiro[3.5]nonan-7-yl)methyl)tetrahydro-2H-pyran-3-yl)methanesulfonamide C[C@H]1N([C@@H](COC1)C)C(=O)C1=C(OC=2C(=NC=NC2)N2CC3(C2)CCN(CC3)C[C@@H]3CC[C@H](CO3)NS(=O)(=O)C)C=CC(=C1)F